methyl 3-chloro-2-fluoro-6-((2-methyl-4-(trifluorometh-oxy)phenyl)-amino)benzoate ClC=1C(=C(C(=O)OC)C(=CC1)NC1=C(C=C(C=C1)OC(F)(F)F)C)F